BrC=1C=C2CCCOC2=CC1 6-Bromochroman